IC=1C(=CC=C2C(=NC(=NC12)NC1=NC(=C(C(N1)=O)C)C)C)OC 2-((8-iodo-7-methoxy-4-methyl-quinazolin-2-yl)amino)-5,6-dimethylpyrimidin-4(3H)-one